tert-butyl 2-(3-fluoropyridin-4-yl)-7-(oxetan-2-ylmethyl)-4-oxo-1H,6H,7H-pyrrolo[3,2-c]pyridine-5-carboxylate FC=1C=NC=CC1C1=CC=2C(N(CC(C2N1)CC1OCC1)C(=O)OC(C)(C)C)=O